(R)-4-((4-(azetidin-1-yl)-1-(phenylthio)butan-2-yl)amino)-3-nitrobenzenesulfonamide N1(CCC1)CC[C@H](CSC1=CC=CC=C1)NC1=C(C=C(C=C1)S(=O)(=O)N)[N+](=O)[O-]